ClC=1C=C(C=NC1)[C@@H]1CN(C2(CC2)[C@H]1C#N)C(=O)[C@@H]1CC[C@H]2N1C([C@H](CCC2)NC(OC(C)(C)C)=O)=O trans-tert-butyl ((3S,6S,9aS)-3-(6-(5-chloropyridin-3-yl)-7-cyano-4-azaspiro[2.4]heptane-4-carbonyl)-5-oxooctahydro-1H-pyrrolo[1,2-a]azepin-6-yl)carbamate